tert-butyl (2S)-2-[4-bromo-2-(4-ethoxy-4,5-dihydroisoxazol-3-yl)phenoxy]-3-cyclobutylpropanoate BrC1=CC(=C(O[C@H](C(=O)OC(C)(C)C)CC2CCC2)C=C1)C1=NOCC1OCC